C(C)(C)N(P(OC[C@@H]1CN(C[C@@H](O1)N1C2=NC(=NC(=C2N=C1)OCCC#N)NC(C(C)C)=O)C(C1=CC=CC=C1)(C1=CC=CC=C1)C1=CC=CC=C1)OCCC#N)C(C)C ((2S,6R)-6-(6-(2-cyanoethoxy)-2-isobutyramido-9H-purin-9-yl)-4-tritylmorpholin-2-yl)methyl (2-cyanoethyl) diisopropylphosphoramidite